FC1=C(C(=CC=2NC=NC21)C(=O)[O-])F 4,5-difluoro-1H-benzo[d]imidazole-6-carboxylate